FC(C1=C(C=CC(=C1)C(F)(F)F)C(C)N1N=CC(=C1)NC(=O)C1=CN=C(S1)C1=NC=CC=C1)(F)F N-(1-(1-(2,4-bis(trifluoromethyl)phenyl)ethyl)-1H-pyrazol-4-yl)-2-(pyridin-2-yl)thiazole-5-carboxamide